COC(COC1=CC(=C(C=C1)C)[N+](=O)[O-])=O (4-methyl-3-nitro-phenoxy)acetic acid methyl ester